(3S,4R,5R,6S)-1-(6-{[2-(3,5-difluorophenyl)-1,3-thiazol-4-yl]methoxy}-3,3-difluorohexyl)-3,4,5,6-azepanetetrol FC=1C=C(C=C(C1)F)C=1SC=C(N1)COCCCC(CCN1C[C@@H]([C@H]([C@@H]([C@H](C1)O)O)O)O)(F)F